2-(4-(bis(1H-indol-3-yl)methyl)thiazol-2-yl)phenol N1C=C(C2=CC=CC=C12)C(C=1N=C(SC1)C1=C(C=CC=C1)O)C1=CNC2=CC=CC=C12